n-propanol-d1 C(CC)O[2H]